C(C=1C(O)=CC=CC1)(=O)[O-].C(C1=CC=CC=C1)[NH2+]CC1=CC=CC=C1 Dibenzyl-ammonium salicylate